2-(4-((5-(benzyloxy)-2-(2,6-dimethylphenyl)-3-fluoro-1H-indol-1-yl)methyl)phenyl)-N-ethyl-ethane-1-amine C(C1=CC=CC=C1)OC=1C=C2C(=C(N(C2=CC1)CC1=CC=C(C=C1)CCNCC)C1=C(C=CC=C1C)C)F